C(#C)C=1C(=CC=C2C=C(C=C(C12)C1=C(C=2N=CN=C(C2C=N1)O)F)OC)F 7-(8-ethynyl-7-fluoro-3-(methoxy)naphthalen-1-yl)-8-fluoropyrido[4,3-d]pyrimidin-4-ol